5-fluoro-N6-(3-fluoro-2-(trifluoromethyl)phenyl)-1H-pyrazolo[3,4-b]pyridine-3,6-diamine FC=1C=C2C(=NC1NC1=C(C(=CC=C1)F)C(F)(F)F)NN=C2N